propyl 2-oxocyclohexane-1-carboxylate O=C1C(CCCC1)C(=O)OCCC